2-(azetidin-3-yl)pyrimidine hydrochloride Cl.N1CC(C1)C1=NC=CC=N1